OCN1C(=O)N(C(=O)C1(C)C)CO 1,3-di(hydroxymethyl)-5,5-dimethylhydantoin